ClC1=CC(=C(C=C1)COC1=CC=CC(=N1)C1=CC(=C(C=C1)CC(=O)O)F)F 2-[4-[6-[(4-chloro-2-fluoro-phenyl)methoxy]-2-pyridinyl]-2-fluoro-phenyl]acetic acid